C(CCCCCCC)NC(CC)C 3-Octylaminobutan